1-(5-(4-amino-1-(4-hydroxy-cyclohexyl)-1H-pyrazolo[3,4-d]pyrimidin-3-yl)imidazo[1,2-a]pyridin-8-yl)-3-(5-(1-(tri-fluoromethyl)cyclopropyl)-isoxazol-3-yl)urea NC1=C2C(=NC=N1)N(N=C2C2=CC=C(C=1N2C=CN1)NC(=O)NC1=NOC(=C1)C1(CC1)C(F)(F)F)C1CCC(CC1)O